CC=1C=C(C=CC1C)C=1N=C2N(C(C1)=O)C=C(C=C2)N2CCNCC2 2-(3,4-Dimethylphenyl)-7-(piperazin-1-yl)-4H-pyrido[1,2-a]pyrimidin-4-one